{[5-(3-Chlorophenyl)-3-hydroxypyridine-2-carbonyl]-amino}acetic acid ClC=1C=C(C=CC1)C=1C=C(C(=NC1)C(=O)NCC(=O)O)O